C(CCC)OC([C@H](C)NP(=O)(OC1=CC=CC2=CC=CC=C12)C(C=1C=CC2=C(C=C(S2)C(=O)OCC=C)C1)(F)F)=O prop-2-en-1-yl 5-[({[(2S)-1-butoxy-1-oxopropan-2-yl]amino}(naphthalen-1-yloxy)phosphoryl)difluoromethyl]-1-benzothiophene-2-carboxylate